6-((4-aminocyclohexyl)oxy)-N-(6-chloropyridin-3-yl)-N-((2-(trimethylsilyl)ethoxy)methyl)isoquinolin-1-amine NC1CCC(CC1)OC=1C=C2C=CN=C(C2=CC1)N(COCC[Si](C)(C)C)C=1C=NC(=CC1)Cl